BrC1=CC=2C3=C(C=NC2C=C1F)N(C(C31CC(C1)OCC)=O)C 8'-Bromo-3-ethoxy-7'-fluoro-3'-methylspiro[cyclobutane-1,1'-pyrrolo[2,3-c]quinolin]-2'(3'H)-one